NC1=C(C(=NC=N1)OC1=C(C=C(C=C1)NC(=O)C=1C=NN(C1C(F)(F)F)C1=NC=CC=C1F)F)C#N N-(4-((6-amino-5-cyanopyrimidin-4-yl)oxy)-3-fluorophenyl)-1-(3-fluoropyridin-2-yl)-5-(triFluoromethyl)-1H-pyrazole-4-carboxamide